BrC1=C(NN=C1C=1N=NC=CC1)NC(=S)NC(OCC)=O ethyl N-{[4-bromo-5-(pyridazin-3-yl)-2H-pyrazol-3-yl]carbamothioyl}-carbamate